6-((4-methyl-3-(pyrrolo[1,2-a]pyrimidin-3-yl)phenyl)carbamoyl)-6-azabicyclo[3.1.1]heptane-1-carboxylic acid CC1=C(C=C(C=C1)NC(=O)N1C2CCCC1(C2)C(=O)O)C=2C=NC=1N(C2)C=CC1